2-(4-cyclopropyl-6-methoxypyrimidin-5-yl)-8-({4-[1-isopropyl-4-(trifluoromethyl)imidazol-2-yl]phenyl}methyl)-6-(1-methylpyrazol-4-yl)pyrido[2,3-d]pyrimidin-7-one C1(CC1)C1=NC=NC(=C1C=1N=CC2=C(N1)N(C(C(=C2)C=2C=NN(C2)C)=O)CC2=CC=C(C=C2)C=2N(C=C(N2)C(F)(F)F)C(C)C)OC